Ethyl 2-[benzyl-[(2-methylpyrazol-3-yl)methyl]amino]-2-oxo-acetate C(C1=CC=CC=C1)N(C(C(=O)OCC)=O)CC=1N(N=CC1)C